2-(2,5-dichlorophenyl)-2,5-cyclohexadiene-1,4-dione ClC1=C(C=C(C=C1)Cl)C=1C(C=CC(C1)=O)=O